(4-(3,5-difluoropyridin-2-yl)-1H-benzo[d]imidazol-6-ylamino)pyrimidine-5-carbonitrile FC=1C(=NC=C(C1)F)C1=CC(=CC=2NC=NC21)NC2=NC=C(C=N2)C#N